4-(5-chloropyridin-2-yl)-N-(5-hydroxypyridin-2-yl)-1,4-diazepane-1-carboxamide ClC=1C=CC(=NC1)N1CCN(CCC1)C(=O)NC1=NC=C(C=C1)O